C(C)(C)(C)OC(=O)N1[C@@H](C[C@H](C1)OS(=O)(=O)C)C |r| rac-(2r,4r)-2-methyl-4-methylsulfonyloxy-pyrrolidine-1-carboxylic acid tert-butyl ester